tert-butyl (3-((2-butyl-1H-imidazo[4,5-c]quinoline-1-yl)methyl)phenyl)carbamate C(CCC)C=1N(C2=C(C=NC=3C=CC=CC23)N1)CC=1C=C(C=CC1)NC(OC(C)(C)C)=O